1-(9-(1-amino-8-(4-hydroxyphenyl)-6-methylpyrrolo[1,2-a]pyrazin-7-yl)-3-azaspiro[5.5]undec-8-en-3-yl)prop-2-en-1-one NC=1C=2N(C=CN1)C(=C(C2C2=CC=C(C=C2)O)C2=CCC1(CCN(CC1)C(C=C)=O)CC2)C